ClC1=NC(=CC(=C1)C1(CCC1)CC1=NN=CN1C)SC 2-chloro-4-(1-((4-methyl-4H-1,2,4-triazol-3-yl)methyl)cyclobutyl)-6-(methylthio)pyridine